N-(2-Bromo-4-(perfluoropropan-2-yl)-6-(trifluoromethyl)phenyl)-3-(N-(dicyclopropylmethyl)benzamido)-2-fluorobenzamid BrC1=C(C(=CC(=C1)C(C(F)(F)F)(C(F)(F)F)F)C(F)(F)F)NC(C1=C(C(=CC=C1)N(C(C1=CC=CC=C1)=O)C(C1CC1)C1CC1)F)=O